tert-Butyl (4-(5-chloro-3-((1R,5R)-6-methyl-3,6-diazabicyclo[3.2.0]heptan-3-yl)-7,9-dihydrofuro[3,4-f]quinazolin-6-yl)-3-cyano-7-fluorobenzo[b]thiophen-2-yl)carbamate ClC1=C(C2=C(C=3C=NC(=NC13)N1C[C@H]3CN([C@H]3C1)C)COC2)C2=CC=C(C=1SC(=C(C12)C#N)NC(OC(C)(C)C)=O)F